tert-butyl {6-[({(Z)-[(1-methyl-1H-tetrazol-5-yl)(phenyl)methylene]amino}oxy)methyl]pyridin-2-yl}carbamate CN1N=NN=C1\C(\C1=CC=CC=C1)=N/OCC1=CC=CC(=N1)NC(OC(C)(C)C)=O